t-butyl 7-bromo-3,4-dihydroisoquinoline-2(1H)-carboxylate BrC1=CC=C2CCN(CC2=C1)C(=O)OC(C)(C)C